(3-(difluoromethoxy)-4-methylphenyl)boronic acid FC(OC=1C=C(C=CC1C)B(O)O)F